C(C)(C)(C)OC(CC1=C(C=C(C(=C1)F)Cl)OC)=O.C(CCCCCCCCCCC)[NH3+] N-lauryl-ammonium tert-butyl-2-(4-chloro-5-fluoro-2-methoxyphenyl)acetate